CN1N=C2C=CC(=C(C2=C1)C)C1=CC(=C(N=N1)NC1C[C@@H]2[C@@H](CN(C2)C([2H])([2H])C2CCOCC2)C1)C (3aR,5s,6aS)-N-(6-(2,4-dimethyl-2H-indazol-5-yl)-4-methylpyridazin-3-yl)-2-((tetrahydro-2H-pyran-4-yl)methyl-d2)octahydrocyclopenta[c]pyrrol-5-amine